BrC=1C=CC=2C(OC(C3=CC=CC1C23)=O)=O 6-bromobenzo[de]isochromene-1,3-dione